C(C)OC(=O)C1=CC=C(O1)B(O)O 5-(ETHOXYCARBONYL)FURAN-2-BORONIC ACID